COC(=O)C1(CC(C1)C1=C(N(C2=CC=C(C=C12)OCC1=CC=CC=C1)C1=CC(=C(C=C1)F)C)C1CCOCC1)C=O 3-[5-benzyloxy-1-(4-fluoro-3-methyl-phenyl)-2-tetrahydropyran-4-yl-indol-3-yl]-1-formyl-cyclobutanecarboxylic acid methyl ester